CC(CCCCCCC(CCC)C(=O)[O-])C(=O)[O-] dodecane-2,9-dicarboxylate